C(CCCCCCCC)(=O)O[C@@H]1[C@](O[C@H](C1)N1C2=NC(=NC(=C2N=C1)N)F)(COC(CCCC)=O)C#C (2R,3S,5R)-5-(6-amino-2-fluoro-9H-purin-9-yl)-2-ethynyl-2-[(pentanoyloxy) methyl]oxolan-3-yl nonanoate